4-(4-((1R,5S)-3,8-diaza-bicyclo[3.2.1]octan-3-yl)-6-chloro-8-fluoro-2-(((2R,7aS)-2-fluorotetra-hydro-1H-pyrrolizin-7a(5H)-yl)methoxy)quinazolin-7-yl)benzo[d]-oxazol-2-amine [C@H]12CN(C[C@H](CC1)N2)C2=NC(=NC1=C(C(=C(C=C21)Cl)C2=CC=CC1=C2N=C(O1)N)F)OC[C@]12CCCN2C[C@@H](C1)F